COC1=CC=C(C=2OC3=CC(=CC(=C3C(C2)=O)OC)OC)C=C1 4',5,7-trimethoxyflavone